[NH4+].[SiH3]O silanol, ammonium salt